C(N)(O[C@H]1CN(CCC1)C=1C2=C(N=C(N1)SC)C(=C(N=C2C)C2=CC(=CC1=CC=C(C(=C21)C#C[Si](C(C)C)(C(C)C)C(C)C)F)OCOC)F)=O (R)-(1-(8-fluoro-7-(7-fluoro-3-(methoxymethoxy)-8-((triisopropylsilyl) ethynyl) naphthalen-1-yl)-5-methyl-2-(methylthio) pyrido[4,3-d]pyrimidin-4-yl) piperidin-3-yl) carbamate